C1(CC2C(CC1)O2)C(C(C(=O)[O-])(CC2CC1C(CC2)O1)CC1CC2C(CC1)O2)CCC(=O)[O-] 3,4-epoxycyclohexyl-bis(3,4-epoxycyclohexylmethyl)adipate